C(C1=CC=CC=C1)NC([C@@H]([C@H](\C=C\C1=CC=CC=C1)C)C1=CSC=C1)=O (2S,3S,E)-N-benzyl-3-methyl-5-phenyl-2-(thiophen-3-yl)pent-4-enamide